1,2-ditridecyl-sn-glycero-3-phosphorylcholine C(CCCCCCCCCCCC)OC[C@@H](OCCCCCCCCCCCCC)COP(=O)(O)OCC[N+](C)(C)C